5-(4-(dimethylamino)piperidin-1-yl)pyridin-2-amine CN(C1CCN(CC1)C=1C=CC(=NC1)N)C